1,1-Dimethylethyl N-(2-hydroxy-1,1-dimethylethyl)carbamate OCC(C)(C)NC(OC(C)(C)C)=O